N-ethyl-5-fluoro-2-((5-(2-((R)-6-(((S)-2-hydroxy-3-methoxypropyl)amino)-2-methylhex-3-yl)-2,6-diazaspiro[3.4]oct-6-yl)-1,2,4-triazin-6-yl)oxy)-N-isopropylbenzamide formate C(=O)O.C(C)N(C(C1=C(C=CC(=C1)F)OC1=C(N=CN=N1)N1CC2(CN(C2)[C@@H](C(C)C)CCCNC[C@@H](COC)O)CC1)=O)C(C)C